4-(2-(dimethylamino)ethyl)piperazin CN(CCN1CCNCC1)C